COC(=O)C=1C=C(N2CCCCC12)C(C(=O)OCC)=O 3-(2-ethoxy-2-oxoacetyl)-5,6,7,8-tetrahydroindolizine-1-carboxylic acid methyl ester